2-(4-(6-(4-Chloro-2-fluorobenzyloxy)pyridin-2-yl)-3-methylbenzyl)-1-(2-methoxyethyl)-1H-benzo[d]imidazole-6-carboxylic acid ClC1=CC(=C(COC2=CC=CC(=N2)C2=C(C=C(CC3=NC4=C(N3CCOC)C=C(C=C4)C(=O)O)C=C2)C)C=C1)F